tert-Butyl 3-[2-chloro-5-(trifluoromethyl)phenoxy]pyrrolidine-1-carboxylate ClC1=C(OC2CN(CC2)C(=O)OC(C)(C)C)C=C(C=C1)C(F)(F)F